2,4-dioxoquinazoline-6-sulfonamide O=C1NC2=CC=C(C=C2C(N1)=O)S(=O)(=O)N